FC(C1OCC=2C=NC(=CC21)C(=O)N)(F)F 1-(trifluoromethyl)-1,3-dihydrofuro[3,4-c]Pyridine-6-carboxamide